2-hydroxy-4-(hydroxymethylphosphono)butanoic acid OC(C(=O)O)CCP(=O)(OCO)O